(2R,5S)-2-(1-(4-bromophenyl)-3-(4-fluorophenyl)-1H-pyrazol-4-yl)-3-(4-isopropoxyphenethyl)-5-methyloxazolidin-4-one BrC1=CC=C(C=C1)N1N=C(C(=C1)[C@H]1O[C@H](C(N1CCC1=CC=C(C=C1)OC(C)C)=O)C)C1=CC=C(C=C1)F